C1=C(NC=N1)[C@@H]([C@@H](COP(=O)(O)O)O)O The molecule is a member of sn-glycerol 3-phosphates and a member of imidazoles. It has a role as an Escherichia coli metabolite. It derives from a glycerol. It is a conjugate acid of a D-erythro-1-(imidazol-4-yl)glycerol 3-phosphate(2-).